2-(2,6-bis(benzyloxy)pyridin-3-yl)-4-bromoisoindolin-1-one C(C1=CC=CC=C1)OC1=NC(=CC=C1N1C(C2=CC=CC(=C2C1)Br)=O)OCC1=CC=CC=C1